2-(2-methyl-2,3-dihydropyrrolo[3',2':5,6]pyrido[2,3-b][1,4]oxazin-1(6H)-yl)benzoate CC1N(C2=C(OC1)N=C1C(=C2)C=CN1)C1=C(C(=O)[O-])C=CC=C1